C(#N)C=1C(=NC(=CC1C1=CC=C(C=C1)F)C=1SC=CC1)SC(C(=O)O)C1=CC=CC=C1 2-((3-cyano-4-(4-fluorophenyl)-6-(thiophen-2-yl)pyridin-2-yl)thio)-2-phenylacetic acid